ClC=1C(=CC=C2N=CC(=NC12)C=1C=NN(C1)CC1C(CN(CC1)C(=O)OCCCC)F)OC1=CC2=C(N=C(N2COCC[Si](C)(C)C)C)C=C1 butyl 4-[[4-[8-chloro-7-[2-methyl-3-(2-trimethylsilylethoxymethyl)benzimidazol-5-yl]oxy-quinoxalin-2-yl]pyrazol-1-yl]methyl]-3-fluoro-piperidine-1-carboxylate